6-phenoxypyridineamide O(C1=CC=CC=C1)C1=CC=CC(=N1)C(=O)N